Syn-(rac)-Benzyl N-(2,2-dicyclopropyl-1-{5-[1-(3-fluorobicyclo[1.1.1]pentane-1-carbonyl)-4-hydroxy-4-(trifluoromethyl)piperidin-2-yl]-1H-imidazo[4,5-b]pyridin-2-yl}-ethyl)carbamate C1(CC1)C(C(C=1NC=2C(=NC(=CC2)C2N(CCC(C2)(C(F)(F)F)O)C(=O)C23CC(C2)(C3)F)N1)NC(OCC1=CC=CC=C1)=O)C1CC1